((3-methoxyoxetan-3-yl)methyl)-1H-benzo[d]imidazole-6-carboxylic acid COC1(COC1)CN1C=NC2=C1C=C(C=C2)C(=O)O